1-(pyridine-3-yl)-1H-pyrrole N1=CC(=CC=C1)N1C=CC=C1